FC1(CN(CC[C@H]1N(C(=O)NC=1C(N(C=C(C1)C(F)(F)F)C)=O)C)C1=NC=CN=C1)F (R)-1-(3,3-difluoro-1-(pyrazin-2-yl)piperidin-4-yl)-1-methyl-3-(1-methyl-2-oxo-5-(trifluoromethyl)-1,2-dihydropyridin-3-yl)urea